N1(N=NC2=C1C=CC=C2)C=2N=C(C1=C(N2)C(=CS1)C=1C(=NC(=CC1)S(=O)(=O)C)C)N1[C@@H](COCC1)C (R)-4-(2-(1H-benzo[d][1,2,3]triazol-1-yl)-7-(2-methyl-6-(methylsulfonyl)pyridin-3-yl)thieno[3,2-d]pyrimidin-4-yl)-3-methylmorpholine